N-(1,3,4-trihydroxyoctadecan-2-yl)oleamide OCC(C(C(CCCCCCCCCCCCCC)O)O)NC(CCCCCCC\C=C/CCCCCCCC)=O